6-chloro-N-(3,4-difluorophenyl)-5-(2-((3-hydroxy-2,2-dimethylpropyl)amino)-2-oxoacetyl)-2,3-dihydro-1H-pyrrolizine-7-carboxamide ClC1=C(N2CCCC2=C1C(=O)NC1=CC(=C(C=C1)F)F)C(C(=O)NCC(CO)(C)C)=O